5-(5-Chloro-2-isopropyl-4-methoxy-benzyl)-pyrimidine-2,4-diamine ClC=1C(=CC(=C(CC=2C(=NC(=NC2)N)N)C1)C(C)C)OC